6,8-Difluoro-4-(1-(methylamino)ethyl)isoquinolin-1(2H)-one FC=1C=C2C(=CNC(C2=C(C1)F)=O)C(C)NC